ClC=1C=C2C(C(=CN(C2=NC1N1[C@@](CCC1)(C)COC1=NC=CC=C1Cl)C=1C=NC(=CC1)N1CC(C1)N(C)C)C(=O)OCC)=O ethyl 6-chloro-7-[(2R)-2-[[(3-chloropyridin-2-yl) oxy] methyl]-2-methylpyrrolidin-1-yl]-1-[6-[3-(dimethylamino) azetidin-1-yl] pyridin-3-yl]-4-oxo-1,8-naphthyridine-3-carboxylate